[PH2](O)=O.[PH2](O)=O.N1=C(C=CC=C1)C1=NC=CC=C1 bipyridine bisphosphinate